COC1=C2C=CC=NC2=C(C=C1)S(=O)(=O)NC1=C(C=CC=C1)C#CC=1C(=CC=NC1)C 5-{2-[2-(5-Methoxychinolin-8-sulfonamido)phenyl]ethynyl}-4-methylpyridin